FC1=C(C(=CC=C1)F)C=1C(=C(N=NC1)C(=O)N)NC=1C=C2CN(CC2=CC1)C (2,6-difluorophenyl)-4-((2-methylisoindolin-5-yl)amino)pyridazine-3-carboxamide